C(C1=CC=CC=C1)N1CCN(C2=CC=CC=C12)C(CN1CCCCC1)=O 1-(4-Benzyl-3,4-dihydroquinoxalin-1(2H)-yl)-2-(piperidin-1-yl)ethan-1-one